Methyl 4-[[2-(4-bromo-2,6-difluoro-phenyl)acetyl]amino]-3-(2-methoxyethylamino)benzoate BrC1=CC(=C(C(=C1)F)CC(=O)NC1=C(C=C(C(=O)OC)C=C1)NCCOC)F